COC1=C(C(=NC=2N1N=C(C2C2=CC=CC=C2)C2=CC=CC=C2)NC=2N(C=CN2)C)C2=CC=C(C=C2)OC 7-methoxy-6-(4-methoxyphenyl)-N-(1-methyl-1H-imidazol-2-yl)-2,3-diphenylpyrazolo[1,5-a]pyrimidin-5-amine